C1NNC=C2N=C3C=CC(=CC3=C21)C#N dihydro-3H-pyridazino[4,5-b]indole-8-carbonitrile